CC(=O)SC S-methyl ethanethioate